1-(4-bromophenyl) vinyl-4-methylbenzenesulfonate C(=C)C1=C(C=CC(=C1)C)S(=O)(=O)OC1=CC=C(C=C1)Br